(5S)-N-(1H-indol-2-yl)-1,5-dimethyl-2-oxo-6,7-dihydro-5H-cyclopenta[b]pyridine-3-carboxamide N1C(=CC2=CC=CC=C12)NC(=O)C1=CC2=C(N(C1=O)C)CC[C@@H]2C